N-(4-chlorophenyl)-1-methyl-9-(pyridin-3-yl)-6,7-dihydro-5H-benzo[c][1,2,3]triazolo[1,5-a]azepin-7-amine ClC1=CC=C(C=C1)NC1C2=C(C=3N(CC1)N=NC3C)C=CC(=C2)C=2C=NC=CC2